5-[[2-(Ethylsulfamoylamino)-3-fluoropyridin-4-yl]methyl]-4-fluoro-2-(2-fluoro-4-iodoanilino)benzamide C(C)NS(=O)(=O)NC1=NC=CC(=C1F)CC=1C(=CC(=C(C(=O)N)C1)NC1=C(C=C(C=C1)I)F)F